C[C@@H]1CNC[C@H](O1)C trans-2,6-dimethylmorpholine